N-(CYANOMETHYL)-2-(4-FORMYLPHENOXY)ACETAMIDE C(#N)CNC(COC1=CC=C(C=C1)C=O)=O